(3-(3-hydroxyoxetan-3-yl)phenyl)(5-(4-(trifluoromethyl)phenoxy)hexahydrocyclopenta[c]pyrrol-2(1H)-yl)methanone OC1(COC1)C=1C=C(C=CC1)C(=O)N1CC2C(C1)CC(C2)OC2=CC=C(C=C2)C(F)(F)F